2-((ethoxycarbonyl)(propyl)amino)-3-(p-tolyl)propionic acid ethyl ester C(C)OC(C(CC1=CC=C(C=C1)C)N(CCC)C(=O)OCC)=O